propyl-methylsilandiol C(CC)[Si](O)(O)C